ClC=1C=2C(N=C3N(C2C=CC1)C1=CC=C(C=C1C3(C)C)C=3C=NN(C3)CCCC(=O)O)=O 4-(4-(4-chloro-7,7-dimethyl-5-oxo-5,7-dihydroindolo[1,2-a]quinazolin-9-yl)-1H-pyrazol-1-yl)butanoic acid